ethyl 2-[cyclopropyl (fluoro) methyl]-4-phenoxy-pyrimidine-5-carboxylate C1(CC1)C(C1=NC=C(C(=N1)OC1=CC=CC=C1)C(=O)OCC)F